6-[(benzylsulfonyl)amino]-N,N-bis(2-thienylmethyl)hexanamide tert-butyl-(4-(2-(2-aminopyridin-3-yl)-5-(1-methylcyclopropyl)-3H-imidazo[4,5-b]pyridin-3-yl)benzyl)carbamate C(C)(C)(C)N(C(O)=O)CC1=CC=C(C=C1)N1C(=NC=2C1=NC(=CC2)C2(CC2)C)C=2C(=NC=CC2)N.C(C2=CC=CC=C2)S(=O)(=O)NCCCCCC(=O)N(CC=2SC=CC2)CC=2SC=CC2